2-(4-methoxy-3-nitro-5-(1H-1,2,4-triazol-3-yl)phenyl)ethane-1-ol COC1=C(C=C(C=C1C1=NNC=N1)CCO)[N+](=O)[O-]